(CIS)-3-(2-amino-2-methylpropyl)-8-(dimethylamino)-1-((1-hydroxycyclobutyl)methyl)-8-phenyl-1,3-diazaspiro[4.5]decan-2-one NC(CN1C(N(C2(C1)CCC(CC2)(C2=CC=CC=C2)N(C)C)CC2(CCC2)O)=O)(C)C